FC=1C(=CC=2C3=C(NC(C2C1)=O)COC[C@H]3N(C(=O)C=3C=CC1=C(NC=N1)C3)C)F (S)-N-(8,9-difluoro-6-oxo-1,4,5,6-tetrahydro-2H-pyrano[3,4-c]isoquinolin-1-yl)-N-methyl-1H-benzo[d]imidazole-6-carboxamide